2-[(6-{8-[(2-cyano-2-methylideneethyl)amino]-7-methoxynaphthalen-2-yl}pyridin-2-yl)formamido]acetamide C(#N)C(CNC=1C(=CC=C2C=CC(=CC12)C1=CC=CC(=N1)C(=O)NCC(=O)N)OC)=C